NC=1OC2=C(C=NC=C2N2C3CCC(C2)(C3)C(=O)N3[C@H](C2=C(C=C(C=C2CC3)Cl)Cl)C)N1 (2-(2-aminooxazolo[4,5-c]pyridin-7-yl)-2-azabicyclo[2.2.1]heptan-4-yl)((S)-6,8-dichloro-1-methyl-3,4-dihydroisoquinolin-2(1H)-yl)methanone